CNC(C1=NC=C(C=C1)N1CCN(CC1)CC1=CC=C2CC3(C(NC2=C1)=O)CC3)=O N-methyl-5-(4-((2'-oxo-1',4'-dihydro-2'H-spiro[cyclopropane-1,3'-quinolin]-7'-yl)methyl)piperazin-1-yl)picolinamide